C[C@@H]1CN(C[C@@H](C1)C)C1=C(C#N)C=CC=C1[N+](=O)[O-] (cis-3,5-dimethylpiperidin-1-yl)-3-nitrobenzonitrile